C(C)(C)(C)OC(CN1[C@H](CN(C[C@H]1C)CCOC1=C(C=C(C=C1C=C)[N+](=O)[O-])F)C)=O 2-((2S,6r)-4-(2-(2-fluoro-4-nitro-6-vinylphenoxy)ethyl)-2,6-dimethylpiperazin-1-yl)acetic acid tert-butyl ester